C(C)(C)(C)OC(=O)N[C@H](C(=O)OC)C[C@H]1C(NC2=C(O1)C=CC(=C2)Cl)=O methyl (S)-2-((tert-butoxycarbonyl)amino)-3-((S)-6-chloro-3-oxo-3,4-dihydro-2H-benzo[b][1,4]oxazin-2-yl)propanoate